CC1=C(C(=O)P(C2=CC=CC=C2)(C2=CC=CC=C2)=O)C(=CC(=C1)C)C 2,4,6-trimethylbenzoyl-bisPhenylphosphine oxide